FC=1C=C(C(=NC1)C1(C=C(C(C2(CCCC2)C1)=O)C#N)OC)C 9-(5-fluoro-3-methylpyridin-2-yl)-9-methoxy-6-oxospiro[4.5]dec-7-ene-7-carbonitrile